3-(difluoromethyl)-1-methyl-1H-pyrazole-4-amide FC(C1=NN(C=C1C(=O)N)C)F